3-chloro-4-((3,5-difluoropyridin-2-yl)methoxy)-2'-(3-hydroxy-3-methyl-2,3-dihydrobenzofuran-7-yl)-5',6-dimethyl-2H-[1,4'-bipyridinyl]-2-one ClC=1C(N(C(=CC1OCC1=NC=C(C=C1F)F)C)C1=CC(=NC=C1C)C1=CC=CC=2C(COC21)(C)O)=O